4-[4-[3-amino-6-(2-hydroxyphenyl)pyridazin-4-yl]pyrazol-1-yl]cyclohexanone NC=1N=NC(=CC1C=1C=NN(C1)C1CCC(CC1)=O)C1=C(C=CC=C1)O